2-(4-chloro-2-methoxyphenyl)-1-(6-methoxy-1H-indol-3-yl)-2-((3-methoxy-5-(methylsulfonyl)phenyl)amino)ethanone ClC1=CC(=C(C=C1)C(C(=O)C1=CNC2=CC(=CC=C12)OC)NC1=CC(=CC(=C1)S(=O)(=O)C)OC)OC